(R)-(3-([1,1'-biphenyl]-2-ylethynyl)-1H-indazol-5-yl)(3-((4,6-dimethylpyrimidin-2-yl)amino)pyrrolidin-1-yl)methanone C1(=C(C=CC=C1)C#CC1=NNC2=CC=C(C=C12)C(=O)N1C[C@@H](CC1)NC1=NC(=CC(=N1)C)C)C1=CC=CC=C1